C(#N)C1=CC=C(C=C1)C=1N=C2C(=NC1)N=C(S2)C2=C(C(=NC=C2)C(=O)N)C2=C(C=CC=C2)OC (6-(4-cyanophenyl)thiazolo[4,5-b]pyrazin-2-yl)-3-(2-methoxyphenyl)pyridine-2-carboxamide